bis(2-cyanoethyl)-N,N-diisopropylphosphoramidate C(#N)CCOP(OCCC#N)(=O)N(C(C)C)C(C)C